((3R,4S)-1-benzyl-4-(hydroxymethyl)pyrrolidin-3-yl)-4-methylbenzoic acid ethyl ester C(C)OC(C1=C(C=C(C=C1)C)[C@@H]1CN(C[C@H]1CO)CC1=CC=CC=C1)=O